C1(=CC=CC=C1)SCCCC 1-(phenylthio)butane